C(C)(C)(C)OC(=O)N1[C@@H](CN(C[C@H]1C)C1=C2C=NN(C2=CC(=C1)S(NC1(CC1)C)(=O)=O)C=1SC(=NN1)C(F)F)C (2R,6R)-4-(1-(5-(difluoromethyl)-1,3,4-thiadiazol-2-yl)-6-(N-(1-methylcyclopropyl)sulfamoyl)-1H-indazol-4-yl)-2,6-dimethylpiperazine-1-carboxylic acid tert-butyl ester